C(C)(C)(C)C1N(CCCN(C1)C1=CC=C(C=C1)Br)C(=O)OC1(COCC1)C1=NC=CC=C1CCO 3-(3-(2-hydroxyethyl)pyridin-2-yl)tetrahydrofurane-3-ol tert-butyl-4-(4-bromophenyl)-1,4-diazepan-1-carboxylate